cyclopentylglycerol C1(CCCC1)C(O)C(O)CO